CC=CC1=CC=CC=C1 α-Methyl-styrol